cis-1-benzhydryl-2-methylazetidin-3-yl methanesulfonate CS(=O)(=O)O[C@@H]1[C@@H](N(C1)C(C1=CC=CC=C1)C1=CC=CC=C1)C